C(C)NC(NC=1C=C(C=NC1)CN1CCN(CC1)C=1C=CC(=NC1C(F)(F)F)C(=O)NC)=O 5-(4-((5-(3-ethylureido)pyridin-3-yl)methyl)piperazin-1-yl)-N-methyl-6-(trifluoromethyl)picolinamide